OCC1=CC(=NC=C1)NC1=CC(=C2C(=N1)NN(C2=O)C)NC2=C(C(=CC=C2)C=2N=NN(N2)C)OC 6-((4-(hydroxymethyl)pyridin-2-yl)amino)-4-((2-methoxy-3-(2-methyl-2H-tetrazol-5-yl)phenyl)amino)-2-methyl-1,2-dihydro-3H-pyrazolo[3,4-b]pyridin-3-one